C[N+](CCCCCCCC)(CCCCCCCC)CCCCCCCC Methyltri(octyl)ammonium